(R)-(4-chloro-2-cyclopropyl-6-(2-(5-phenylthiazol-2-yl)pyrrolidin-1-yl)pyrimidin-5-yl)methanol ClC1=NC(=NC(=C1CO)N1[C@H](CCC1)C=1SC(=CN1)C1=CC=CC=C1)C1CC1